N[C@@H]1C=2C(=NC=CC2)CC12CCN(CC2)C=2N=C1C(=NC2)N=C(C=C1)SC1=C(C(=NC=C1)N1CCC(CC1)O)Cl (S)-1-(4-((2-(5-amino-5,7-dihydrospiro[cyclopenta[b]pyridine-6,4'-piperidin]-1'-yl)pyrido[2,3-b]pyrazin-6-yl)thio)-3-chloropyridin-2-yl)piperidin-4-ol